8-methyl-2H-3,1-benzoxazine-2,4(1H)-dione CC1=CC=CC=2C(OC(NC21)=O)=O